C1(=CC=CC=C1)CCCCCC1=NC=CC(C1)=O (5-phenylpentyl)4-pyridone